C(C1=CC=CC=C1)OC(=O)N[C@@H](C[C@H]1CN(CCC1)C(=O)OCCCC)C(=O)OC butyl (3S)-3-[(2S)-2-{[(benzyloxy)carbonyl] amino}-3-methoxy-3-oxopropyl]piperidine-1-carboxylate